5-(5-((6-fluoro-3-methyl-4-oxo-4,5-dihydropyrazolo[1,5-a]quinoxalin-7-yl)methyl)-5,6-dihydropyrrolo[3,4-c]pyrazol-2(4H)-yl)-N-methylpicolinamide FC1=C2NC(C=3N(C2=CC=C1CN1CC2=NN(C=C2C1)C=1C=CC(=NC1)C(=O)NC)N=CC3C)=O